C[C@@H]1CN(C[C@H]2N1CC[C@@H](C2)OC=2C=NC=C(C2)N2CCNCC2)C2=C1C=CC=NC1=C(C=C2)C#N 5-[(4R,8S,9aS)-4-methyl-8-[(5-piperazin-1-yl-3-pyridyl)oxy]-1,3,4,6,7,8,9,9a-octahydropyrido[1,2-a]pyrazin-2-yl]quinoline-8-carbonitrile